BrC=1C=2C(C(=NC1)OC)=NN(N2)CCF 7-bromo-2-(2-fluoroethyl)-4-methoxy-2H-[1,2,3]Triazolo[4,5-c]Pyridine